O1C(=CC=C1)C1=C(CN2CCN(CC2)CC=2C=C3CN(C(C3=CC2)=O)C2C(NC(CC2)=O)=O)C=CC=C1 3-(5-((4-(2-(furan-2-yl)benzyl)piperazin-1-yl)methyl)-1-oxoisoindolin-2-yl)piperidine-2,6-dione